C1(=C(C=CC2=CC=CC=C12)P(C1=CC=CC=C1)C1=CC=CC=C1)C1=C(C=CC2=CC=CC=C12)P(C1=CC=CC=C1)C1=CC=CC=C1 binaphthyl-2,2'-diylbis(diphenylphosphine)